FC(C)(F)C1=CC=C(C=C1)B1OC(C(O1)(C)C)(C)C 2-(4-(1,1-difluoroethyl)phenyl)-4,4,5,5-tetramethyl-1,3,2-dioxaborolan